FC1(CCN(CC1)C1=NC(=CC(=C1[N+](=O)[O-])N)C)F 2-(4,4-difluoropiperidinyl)-6-methyl-3-nitro-4-pyridinamine